ClC=1C=C(C=C(C1)S(=O)(=O)C)NC(=O)C1=CN(C(=C1)C1=NC=C(C=C1)F)S(=O)(=O)C N-(3-chloro-5-(methylsulfonyl)phenyl)-5-(5-fluoropyridin-2-yl)-1-(methylsulfonyl)-1H-pyrrole-3-carboxamide